CC1=CC=C(C=C1)S(=O)(=O)O.N[C@H](C#N)CCC (S)-2-aminopentanenitrile 4-methylbenzenesulfonate